N,N-Dioctadecyl-piperidinium chloride [Cl-].C(CCCCCCCCCCCCCCCCC)[N+]1(CCCCC1)CCCCCCCCCCCCCCCCCC